tert-butyl (6-bromo-2-chloropyrrolo[2,1-f][1,2,4]triazin-4-yl)(pyridin-4-ylmethyl)carbamate BrC=1C=C2C(=NC(=NN2C1)Cl)N(C(OC(C)(C)C)=O)CC1=CC=NC=C1